5-[8-[(3R)-3-(4-fluorophenyl)pyrrolidin-1-yl]imidazo[1,2-b]pyridazin-6-yl]-1H-pyrimidine-2,4-dione FC1=CC=C(C=C1)[C@@H]1CN(CC1)C=1C=2N(N=C(C1)C=1C(NC(NC1)=O)=O)C=CN2